CC(CN1C=NC2=C1C=CC(=C2)C2=CC=C(C=C2)OC(F)(F)F)(C)O 2-methyl-1-{5-[4-(trifluoromethoxy)phenyl]-1H-benzimidazol-1-yl}propan-2-ol